ClC=1C(=NC=C(C1)[N+](=O)[O-])OC(F)F 3-chloro-2-(difluoromethoxy)-5-Nitro-pyridine